N-[2-(4-fluorophenyl)-2-oxo-ethyl]chroman-3-carboxamide FC1=CC=C(C=C1)C(CNC(=O)C1COC2=CC=CC=C2C1)=O